N1(CCCC1)CC=1C=C(C=CC1)CC#N 2-(3-(pyrrolidin-1-ylmethyl)phenyl)acetonitrile